C(C1=CC(=CC(=C1O)C(C1=CC=CC=C1)C)C)C1=CC(=CC(=C1O)C(C1=CC=CC=C1)C)C methylenebis(6-α-methylbenzyl-p-cresol)